NC1CCC(CC1)NC1=NC2=C(C=C(C=C2C=N1)C1(NC=CC(=N1)C)C=1C=CC(=C(C1)S(=O)(=O)N)Cl)CC 5-(2-(((1r,4r)-4-aminocyclohexyl)amino-8-ethylquinazolin-6-yl)-4-methylpyrimidin-2-yl)-2-chlorobenzenesulfonamide